3,4-Dibromo-1-(4-(trifluoromethyl)phenyl)butan-1-ol BrC(CC(O)C1=CC=C(C=C1)C(F)(F)F)CBr